CC1[C@@H]2[C@H](CN1C(=O)OC(C)(C)C)CNC2 tert-butyl (3aR,6aS)-4-methyl-2,3,3a,4,6,6a-hexahydro-1H-pyrrolo[3,4-c]pyrrole-5-carboxylate